C(C1=CC=CC=C1)OC(=O)C=1N(C=C(C1)C1=CC(=CC(=C1)OCC1=CC=CC=C1)[C@@H](C)N)C 4-[3-[(1R)-1-aminoethyl]-5-benzyloxy-phenyl]-1-methyl-pyrrole-2-carboxylic acid benzyl ester